3-(benzoyloxymethylcarbamoyl)-methylpyridinium iodide [I-].C(C1=CC=CC=C1)(=O)OCNC(=O)C=1C=[N+](C=CC1)C